COC([C@H](CC(C)C)N1N=C(C=C(C1=O)C)CCN1CC(C1)CF)=O (S)-4-methyl-2-(5-methyl-6-Oxo-3-(2-(3-(fluoromethyl)azetidin-1-yl)ethyl)pyridazin-1(6H)-yl)pentanoic acid methyl ester